(3S)-3-[[8-carbamoyl-6-(4-[8-oxa-3-azabicyclo[3.2.1]oct-3-ylmethyl]phenyl)pyrido[3,2-d]pyrimidin-4-yl]amino]piperidine-1-carboxylic acid tert-butyl ester C(C)(C)(C)OC(=O)N1C[C@H](CCC1)NC=1C2=C(N=CN1)C(=CC(=N2)C2=CC=C(C=C2)CN2CC1CCC(C2)O1)C(N)=O